ClC1=CC=C(C(=N1)OC)B(O)O 6-CHLORO-2-METHOXYPYRIDINE-3-BORONIC ACID